(1-fluorocyclobutyl)methyl methanesulfonate CS(=O)(=O)OCC1(CCC1)F